(S)-1,2-diaminocyclohexane N[C@@H]1C(CCCC1)N